N-[(4-methoxyphenyl)methyl]({4-[2-(4-oxetan-3-ylpiperazinyl)-2-oxoethyl]phenyl}amino)carboxamide COC1=CC=C(C=C1)CNC(=O)NC1=CC=C(C=C1)CC(=O)N1CCN(CC1)C1COC1